7-undecylimidazole CCCCCCC(CCCC)C=1NC=CN1